Cl.ClC=1C=C(C=CC1)NC1N(C(=NC(=N1)N)N1CCCC1)C1=CC(=CC=C1)F N-(3-Chlorophenyl)-N1-(3-fluorophenyl)-6-pyrrolidin-1-yl-[1,3,5]triazine-2,4-diamine hydrochloride